ClC1=NC=C(C(=C1)NC=1N=NC=C(C1)C1=CC=C(C=C1)OC(F)F)F N-(2-chloro-5-fluoropyridin-4-yl)-5-(4-(difluoromethoxy)phenyl)pyridazin-3-amine